pentamethylcyclopentadienyl(1-n-hexyl-1,5,6,7-tetrahydro-s-indacenyl)hafnium CC1=C(C(=C(C1([Hf]C1(C=CC2=CC=3CCCC3C=C12)CCCCCC)C)C)C)C